(S)-3-fluoro-5-(((1-hydroxy-3-((18,18,18-trifluorooctadecyl)oxy)propan-2-yl)oxy)methyl)benzonitrile FC=1C=C(C#N)C=C(C1)CO[C@@H](CO)COCCCCCCCCCCCCCCCCCC(F)(F)F